C(=O)(OC(C)(C)C)N[C@@H](C(C)C)CC(=O)O Boc-L-beta-leucine